FC1=CC2=C([C@@H](CC3=C(O2)C=CC=C3)CN)C=C1 |o1:5| (R*)-(7-fluoro-10,11-dihydrodibenzo[b,f]oxepin-10-yl)methanamine